4-(bis(4-formylphenoxy)methyl)-N-(prop-2-yn-1-yl)benzamide C(=O)C1=CC=C(OC(C2=CC=C(C(=O)NCC#C)C=C2)OC2=CC=C(C=C2)C=O)C=C1